C(C)(C)C1=CC=CC=N1 6-isopropylpyridine